C1(CC1)C=1N=C2N(C=C(N=C2)C2=CC(=C(C=C2)F)C(F)(F)F)C1C=1C(=C2C=NNC2=CC1)F 2-cyclopropyl-3-(4-fluoro-1H-indazol-5-yl)-6-(4-fluoro-3-(trifluoromethyl)phenyl)imidazo[1,2-a]pyrazin